4-isocyanato-3-isopropyl-2-phenyl-6,7-dihydro-5H-cyclopenta[b]pyridine N(=C=O)C1=C2C(=NC(=C1C(C)C)C1=CC=CC=C1)CCC2